3'-O,N4-Dibenzoyl-2'-deoxycytidine C(C1=CC=CC=C1)(=O)O[C@H]1C[C@@H](O[C@@H]1CO)N1C(=O)N=C(NC(C2=CC=CC=C2)=O)C=C1